3-(4-Cyanophenyl)-2-((diphenylmethylene)amino)propionic acid tert-butyl ester C(C)(C)(C)OC(C(CC1=CC=C(C=C1)C#N)N=C(C1=CC=CC=C1)C1=CC=CC=C1)=O